N-Phenethylcarbamic acid 7-[4-(4-benzo[b]thiophen-4-ylpiperazin-1-yl)butoxy]-2-oxo-3,4-dihydro-2H-quinolin-1-ylmethyl ester S1C2=C(C=C1)C(=CC=C2)N2CCN(CC2)CCCCOC2=CC=C1CCC(N(C1=C2)COC(NCCC2=CC=CC=C2)=O)=O